7-((2R)-1-(8-azabicyclo[3.2.1]octan-8-yl)-(1-oxopropan-2-yl)oxy)-4-(o-tolyl)isoquinolin-1(2H)-one C12CCCC(CC1)N2C([C@@H](C)OC2=CC=C1C(=CNC(C1=C2)=O)C2=C(C=CC=C2)C)=O